(Z)-3-(4-((4-aminobut-2-en-1-yl)(butyl)amino)-1-oxoisoindolin-2-yl)piperidine-2,6-dione NC\C=C/CN(C1=C2CN(C(C2=CC=C1)=O)C1C(NC(CC1)=O)=O)CCCC